4-((4-methylpiperazin-1-yl)methylene)-3-(trifluoromethyl)aniline methyl-7-amino-8-bromo-3-(trifluoromethyl)quinoxaline-6-carboxylate COC(=O)C=1C=C2N=C(C=NC2=C(C1N)Br)C(F)(F)F.CN1CCN(CC1)C=C1C(C=C(N)C=C1)C(F)(F)F